N-[2,4-difluoro-3-([[4-methoxy-1-(oxan-2-yl)pyrazolo[3,4-b]pyridin-5-yl]oxy]methyl)phenyl]-5-fluoro-2-methoxypyridine-3-sulfonamide FC1=C(C=CC(=C1COC=1C(=C2C(=NC1)N(N=C2)C2OCCCC2)OC)F)NS(=O)(=O)C=2C(=NC=C(C2)F)OC